COC1=CC(=C(C=N1)NC1=NC=C2C(=N1)N(N=C2C)C2CCOCC2)C N-(6-methoxy-4-methylpyridin-3-yl)-3-methyl-1-(tetrahydro-2H-pyran-4-yl)-1H-pyrazolo[3,4-d]pyrimidin-6-amine